Methyl (2-(4-((tert-butoxycarbonyl)amino)phenyl)thiazole-4-carbonyl)-D-alaninate C(C)(C)(C)OC(=O)NC1=CC=C(C=C1)C=1SC=C(N1)C(=O)N[C@H](C)C(=O)OC